(E)-methyl 2-(5-bromo-1-methyl-3-(2-nitrovinyl)-1H-indol-2-yl)acetate BrC=1C=C2C(=C(N(C2=CC1)C)CC(=O)OC)\C=C\[N+](=O)[O-]